C(C)NC1=NC=CC(=N1)C1=C(N=C(S1)NC(=O)NC1=CC(=C(C=C1)CN1CCOCC1)C(F)(F)F)C 1-(5-(2-(Ethylamino)pyrimidin-4-yl)-4-methylthiazol-2-yl)-3-(4-(morpholinomethyl)-3-(trifluoromethyl)phenyl)urea